C(C)(CC)S(=O)(=O)N1CCC(CC1)CC1=CC=2N(C=C1)N=CC2N2C(NC(CC2)=O)=O 1-(5-((1-(sec-butylsulfonyl)piperidin-4-yl)methyl)pyrazolo[1,5-a]pyridin-3-yl)dihydropyrimidine-2,4(1H,3H)-dione